3-(3-(4-chlorophenyl)cyclobutyl)-N-isopropyl-4-methoxybenzamide ClC1=CC=C(C=C1)C1CC(C1)C=1C=C(C(=O)NC(C)C)C=CC1OC